O1CCC(CC1)C1=NN2C(C=C(C=C2)B2OC(C(O2)(C)C)(C)C)=C1 2-tetrahydropyran-4-yl-5-(4,4,5,5-tetramethyl-1,3,2-dioxaborolan-2-yl)pyrazolo[1,5-a]pyridine